methyl 3-methyl-2-oxocyclopentane-1-carboxylate CC1C(C(CC1)C(=O)OC)=O